C(C)(C)(C)C=1C(=CC(=C(C1)C(=O)N1CC2=CC=CC(=C2C1)NC)O)OC (5-(tert-Butyl)-2-hydroxy-4-methoxyphenyl)(4-(methylamino)isoindolin-2-yl)methanone